ClC=1C=C2/C(/C(NC2=CC1)=O)=C/1\C(N(/C(/S1)=N/C1=CC=C(C#N)C=C1)CCN1CCCCC1)=O 4-(((Z)-5-((Z)-5-chloro-2-oxoindolin-3-ylidene)-4-oxo-3-(2-(piperidin-1-yl)ethyl)thiazolidin-2-ylidene)amino)benzonitrile